C(CCCCCCCCC=CCC=CCCCCCCC)(=O)O Heneicosa-10,13-dienoic acid